3-(3-(methyl-sulfonyl)phenyl)propionic acid CS(=O)(=O)C=1C=C(C=CC1)CCC(=O)O